(8R)-N-(cyclohexylmethyl)-8-(4-hydroxybenzyl)-7,11-dioxo-6-(quinolin-8-ylmethyl)-4a,5,6,7,8,9-hexahydrothieno[3',2':4,5]pyrimido[1,2-a][1,4]diazepine-4(11H)-carboxamide C1(CCCCC1)CNC(=O)N1C2=C(C(N3C1CN(C([C@@H](C3)CC3=CC=C(C=C3)O)=O)CC=3C=CC=C1C=CC=NC31)=O)SC=C2